4-[1-(2-methoxy-1-phenylethyl)-1H-pyrazol-4-yl]-7H-pyrrolo-[2,3-d]pyrimidine COCC(C1=CC=CC=C1)N1N=CC(=C1)C=1C2=C(N=CN1)NC=C2